FC=1C=CC=C(C1)OCC(F)(F)F 3-fluoro-5-(2,2,2-trifluoroethoxy)benzene